4-((4-(4-(N-(4-fluorobenzyl)sulfonylamino)benzyl)piperazin-1-yl)methyl)-N-hydroxybenzoamide FC1=CC=C(CS(=O)(=O)NC2=CC=C(CN3CCN(CC3)CC3=CC=C(C(=O)NO)C=C3)C=C2)C=C1